2-(2-amino-6-((3-(hydroxymethyl)phenyl)amino)-9H-purin-9-yl)-N-(1-ethyl-3-methyl-1H-pyrazol-5-yl)acetamide NC1=NC(=C2N=CN(C2=N1)CC(=O)NC1=CC(=NN1CC)C)NC1=CC(=CC=C1)CO